4-((1R,5S)-3,8-diazabicyclo[3.2.1]octan-3-yl)-7-(4-ethyl-6-fluoro-1H-indol-3-yl)-8-fluoro-2-((tetrahydro-1H-pyrrolizin-7a(5H)-yl)methoxy)quinazoline [C@H]12CN(C[C@H](CC1)N2)C2=NC(=NC1=C(C(=CC=C21)C2=CNC1=CC(=CC(=C21)CC)F)F)OCC21CCCN1CCC2